[3-(4-fluorophenyl)cyclobutyl]-6-methyl-4-[(1-methylcyclopropyl)amino]furo[2,3-d]pyrimidine-5-carboxamide FC1=CC=C(C=C1)C1CC(C1)C=1N=C(C2=C(N1)OC(=C2C(=O)N)C)NC2(CC2)C